(5S,5aR)-5-hydroxy-3-(trifluoromethyl)-5a,6,8,9-tetrahydropyrido[3',2':4,5]pyrrolo[1,2-a]pyrazin O[C@H]1C2=C(N3[C@@H]1CNCC3)N=CC(=C2)C(F)(F)F